N-(4-(4-(4-ethylpiperazin-1-yl)piperidin-1-yl)phenyl)-4-(5-phenyl-4,5-dihydro-1H-pyrazol-1-yl)thieno[3,2-d]pyrimidin-2-amine C(C)N1CCN(CC1)C1CCN(CC1)C1=CC=C(C=C1)NC=1N=C(C2=C(N1)C=CS2)N2N=CCC2C2=CC=CC=C2